C1(=CC=CC=C1)[C@@H](C)N1N=NC=C1C(=O)OCC ethyl (R)-1-(1-phenylethyl)-1H-1,2,3-triazole-5-carboxylate